N[C@H](C(=O)N[C@H](C(=O)N(C)[C@H](CC(=O)NC1COCCC1N(C([C@@H](CC(=O)O)CC1=CC=CC=C1)=O)C)CC1=CC=C(C=C1)Cl)COC)C (3R)-4-((3-((S)-3-((S)-2-((S)-2-aminopropanamido)-3-methoxy-N-methyl-propanamido)-4-(4-chlorophenyl)butanamido)tetrahydro-2H-pyran-4-yl)(methyl)amino)-3-benzyl-4-oxobutanoic acid